ClC1=C(C=C2C=C(N=CC2=C1)NC(=O)C=1C=NN(C1)C)C1CCN(CC1)C1COC1 N-(7-chloro-6-(1-(oxetan-3-yl)piperidin-4-yl)isoquinolin-3-yl)-1-methyl-1H-pyrazole-4-carboxamide